COCOC1=C(C=CC=C1)C1=CC(=C(N=N1)N)N1CCC2(CN(CCO2)CCCCN2CCNCC2)CC1 6-(2-(Methoxymethoxy)phenyl)-4-(4-(4-(piperazin-1-yl)butyl)-1-oxa-4,9-diazaspiro[5.5]undecan-9-yl)pyridazin-3-amine